(7S)-5-isobutyryl-2-(4-methoxybenzyl)-1-oxo-2,5-diazaspiro[3.4]octane-7-carbonitrile C(C(C)C)(=O)N1C2(CN(C2=O)CC2=CC=C(C=C2)OC)C[C@@H](C1)C#N